FC(OC1=CC(=NN1)NC1=NC(=CN=C1)OC1[C@H](CNC[C@H]1C)C)F N-(5-(difluoromethoxy)-1H-pyrazol-3-yl)-6-(((3S,5R)-3,5-dimethylpiperidin-4-yl)oxy)pyrazin-2-amine